OC=N HYDROXYMETHYLENEAMINE